(R)-N-(1-(3,5-dimethoxyphenyl)propan-2-yl)-6-(4-ethoxyphenyl)pyrazine-2-carboxamide COC=1C=C(C=C(C1)OC)C[C@@H](C)NC(=O)C1=NC(=CN=C1)C1=CC=C(C=C1)OCC